O=C1NC(CCC1N1C(C2=CC=CC(=C2C1=O)OCC(=O)N1CCC(CC1)C1=CC=C(C(=O)N2CCC(CC2)CCCCNC(\C=C\C=2C=NC=CC2)=O)C=C1)=O)=O (E)-N-(4-(1-(4-(1-(2-((2-(2,6-dioxopiperidin-3-yl)-1,3-dioxoisoindolin-4-yl)oxy)acetyl)piperidin-4-yl)benzoyl)piperidin-4-yl)butyl)-3-(pyridin-3-yl)acrylamide